1-[4-(5-chloro-2-methyl-phenyl)piperazin-1-yl]-4-(2-pyridyl)butane-1,4-dione ClC=1C=CC(=C(C1)N1CCN(CC1)C(CCC(=O)C1=NC=CC=C1)=O)C